COC(=O)NC=1NC2=C(N1)C=CC=C2 methoxycarbonylamino-benzimidazole